(S)-tert-butyl 2-(7-Chloro-2-(4-cyanobenzoyl)-1,2,3,4-tetrahydroisoquinolin-5-yl)pyrrolidine-1-carboxylate ClC1=CC(=C2CCN(CC2=C1)C(C1=CC=C(C=C1)C#N)=O)[C@H]1N(CCC1)C(=O)OC(C)(C)C